1-(4'-(5-(((1-(4-fluorophenyl)ethoxy)carbonyl)amino)-4-methyl-1H-1,2,3-triazol-1-yl)-[1,1'-biphenyl]-4-yl)cyclopropane-1-carboxylic acid FC1=CC=C(C=C1)C(C)OC(=O)NC1=C(N=NN1C1=CC=C(C=C1)C1=CC=C(C=C1)C1(CC1)C(=O)O)C